N4-(5-Cyclopropyl-1H-pyrazol-3-yl)-N2-((2-methyl-2-azabicyclo[2.1.1]hexan-4-yl)methyl)pyrimidine-2,4-diamine C1(CC1)C1=CC(=NN1)NC1=NC(=NC=C1)NCC12CN(C(C1)C2)C